ClC1=CC(=C(CCN)C=C1OC)OC 4-chloro-2,5-dimethoxyphenethylamine